(E)-N-(3-bromo-6-methylpyridin-2-yl)-N'-hydroxyacetoamidine BrC=1C(=NC(=CC1)C)N\C(\C)=N\O